BrC=1C=C(C=C(C1)C1C2C3CCCC3C(C1)C2)OC 3-bromo-5-(tricyclo[5.2.1.02,6]decan-8-yl)anisole